C(CCCCCC)[C@@H]1CCC(O1)=O |r| (+-)-5-heptyldihydro-2(3H)-furanone